5-[(4R,8R,9aS)-4-methyl-8-[(4-piperazin-1-ylphenyl)methylamino]-1,3,4,6,7,8,9,9a-octahydropyrido[1,2-a]pyrazin-2-yl]quinoline-8-carbonitrile C[C@@H]1CN(C[C@H]2N1CC[C@H](C2)NCC2=CC=C(C=C2)N2CCNCC2)C2=C1C=CC=NC1=C(C=C2)C#N